ClC1=CC2=C(C=C3N2C(=NN(C3=O)CC(=O)N[C@H]3CN(CCC3)CCF)C(C)C)S1 (R)-2-(2-Chloro-5-isopropyl-8-oxothieno[2',3':4,5]pyrrolo[1,2-d][1,2,4]triazin-7(8H)-yl)-N-(1-(2-fluoroethyl)piperidin-3-yl)acetamid